O1CC[C@@H](C2=CC=CC=C12)NC1=NC=C(C(=N1)N[C@H]1C[C@H](CCC1)O)C(=O)N 2-((S)-chroman-4-ylamino)-4-((1R,3S)-3-hydroxycyclohexylamino)pyrimidine-5-carboxamide